(R)-N-(4-fluoro-3-methylphenyl)-1,2,4-trimethyl-5-(2-oxo-2-((2-oxopyrrolidin-3-yl)amino)acetyl)-1H-pyrrole-3-carboxamide FC1=C(C=C(C=C1)NC(=O)C1=C(N(C(=C1C)C(C(N[C@H]1C(NCC1)=O)=O)=O)C)C)C